1-(3-(2H-benzo[d][1,2,3]triazol-2-yl)-2-hydroxy-5-methylbenzyl)-5-(4-(dimethylamino)benzylidene)-3-methylimidazolidine-2,4-dione N=1N(N=C2C1C=CC=C2)C=2C(=C(CN1C(N(C(C1=CC1=CC=C(C=C1)N(C)C)=O)C)=O)C=C(C2)C)O